CN1C(C2=C(C=C1)C(=CS2)S(=O)(=O)Cl)=O 6-methyl-7-oxo-thieno[2,3-c]pyridine-3-sulfonyl chloride